C(#N)C=1C=NN(C1NC(COC=1C=CC=C2C(=NN(C12)C)C1C(NC(CC1)=O)=O)=O)CCO N-(4-Cyano-1-(2-hydroxyethyl)-1H-pyrazol-5-yl)-2-((3-(2,6-dioxopiperidin-3-yl)-1-methyl-1H-indazol-7-yl)oxy)acetamide